NN1C=NN=C1 mono-4-amino-1,2,4-triazole